2-(4-(4-(2-amino-4-(difluoromethyl)pyrimidin-5-yl)-6-morpholino-1,3,5-triazin-2-yl)piperazin-1-yl)-2-oxoethan-1-aminium chloride [Cl-].NC1=NC=C(C(=N1)C(F)F)C1=NC(=NC(=N1)N1CCOCC1)N1CCN(CC1)C(C[NH3+])=O